CN1C=NC=C1 1-methyl-1H-imidazol